(4-(3-hydroxyoxetan-3-yl)phenyl)(2-(4-(trifluoromethyl)phenyl)-6,7-dihydrothieno[3,2-c]pyridin-5(4H)-yl)methanone silver-iridium-antimony [Sb].[Ir].[Ag].OC1(COC1)C1=CC=C(C=C1)C(=O)N1CC2=C(CC1)SC(=C2)C2=CC=C(C=C2)C(F)(F)F